5-chloro-2-(4,4-difluoroazepan-1-yl)-N-(3-(N'-hydroxycarbamimidoyl)phenyl)-6-methylnicotinamide ClC=1C(=NC(=C(C(=O)NC2=CC(=CC=C2)C(N)=NO)C1)N1CCC(CCC1)(F)F)C